1-(tert-butyl) 5-methyl N,N-bis(tert-butoxycarbonyl)-L-glutamate C(C)(C)(C)OC(=O)N([C@@H](CCC(=O)OC)C(=O)OC(C)(C)C)C(=O)OC(C)(C)C